ClC1=C(C=CC=C1)[C@@H](C)OC(=O)NCC1=C(N=NN1C)C1=CC=C(C(=N1)C)NC(=O)[C@@H]1[C@H](CCCC1)C(=O)O (1S,2S)-2-((6-(5-(((((R)-1-(2-chlorophenyl)ethoxy)carbonyl)amino)methyl)-1-methyl-1H-1,2,3-triazol-4-yl)-2-methylpyridin-3-yl)carbamoyl)cyclohexane-1-carboxylic acid